8-bromo-7-fluoro-1,4,4-trimethyl-9-trifluoromethyl-4,5-dihydro-[1,2,4]triazolo[4,3-a]quinoxaline BrC1=C(C=C2NC(C=3N(C2=C1C(F)(F)F)C(=NN3)C)(C)C)F